C(C=C)(=O)NC1=CC=C(C=C1)C1=C(C(=C2N1C=C(N=C2)S(NC)(=O)=O)C(=O)N)C2=CC=C(C=C2)OC2=NC(=CC=C2)C 6-(4-acrylamidophenyl)-7-(4-((6-methylpyridin-2-yl)oxy)phenyl)-3-(N-methylsulfamoyl)pyrrolo[1,2-a]pyrazine-8-carboxamide